5-(morpholine-4-carbonyl)pyridin N1(CCOCC1)C(=O)C=1C=CC=NC1